FC(CCCOC=1C=C(C=O)C=CC1OC1=CC=C(C=C1)OC(F)(F)F)(F)F 3-(4,4,4-Trifluorobutoxy)-4-[4-(trifluoromethoxy)phenoxy]benzaldehyde